1-[3-(1-Hydroxyethyl)-6-[6-methoxy-5-[(6-methylpyridazin-3-yl)amino]benzimidazol-1-yl]-2-pyridinyl]-5-methyl-pyrazole-3-carbonitrile OC(C)C=1C(=NC(=CC1)N1C=NC2=C1C=C(C(=C2)NC=2N=NC(=CC2)C)OC)N2N=C(C=C2C)C#N